OCCCC1=C(C=CC(=C1)N)N 2-(gamma-hydroxypropyl)-p-phenylenediamine